C(C)(C)(C)OC(=O)N1CCNCC1 tert-butylpiperazine-1-carboxylate